COC=1C=C(C=CC1OC)C(=O)C=1OC(=CN1)C1=CC(=C(C=C1)OC)OC (3,4-Dimethoxyphenyl)(5-(3,4-Dimethoxyphenyl)oxazol-2-yl)methanone